COC(C1=CC(=CC=C1)C(C(=O)OC)=O)=O 3-(2-methoxy-2-oxoacetyl)benzoic acid methyl ester